C(C)(C)(C)OC(=O)NC(=S)NC(=O)OC(C)(C)C N,N'-Di-t-butoxycarbonyl-thiourea